aniline diphosphate OP(O)(=O)OP(=O)(O)O.NC1=CC=CC=C1